2,3-dimethyl-cyclopropane-1-carboxamide CC1C(C1C)C(=O)N